2,N4-dimethyl-1,2,4-triazine-3,5(2H,4H)-dione CN1N=CC(N(C1=O)C)=O